Cl[Ti](OCC)(Cl)Cl trichloromonoethoxytitanium